(S)-2-[4-(2-chloro-phenoxy)-2-oxo-2,5-dihydropyrrol-1-yl]-4-methyl-pentanoic acid ClC1=C(OC2=CC(N(C2)[C@H](C(=O)O)CC(C)C)=O)C=CC=C1